4-[4-[6-chloro-5-cyano-4-(trifluoromethyl)-2-pyridinyl]pyrazol-1-yl]piperidine-1-carboxylic acid tert-butyl ester C(C)(C)(C)OC(=O)N1CCC(CC1)N1N=CC(=C1)C1=NC(=C(C(=C1)C(F)(F)F)C#N)Cl